N-(3-chloro-2-fluoro-phenyl)-7-[2-[(1S,5R)-3-methyl-3-azabicyclo[3.1.0]hexan-1-yl]ethynyl]-6-nitro-quinazolin-4-amine ClC=1C(=C(C=CC1)NC1=NC=NC2=CC(=C(C=C12)[N+](=O)[O-])C#C[C@]12CN(C[C@@H]2C1)C)F